4-amino-1-(4-(3-chloro-5-ethyl-2-methoxyphenyl)piperazin-1-yl)butan-2-ol NCCC(CN1CCN(CC1)C1=C(C(=CC(=C1)CC)Cl)OC)O